C(=O)(C=C)OCCC[Si](Cl)(Cl)Cl (3-acryloxylpropyl)trichlorosilane